C1(=CC=CC=C1)[As](C1=CC=CC=C1)C1=CC=CC=C1 triphenylarsine